C(C)OCC1=CC(=C(C(=C1)OC)C=1C=CC(=C2C=CC=NC12)CCC(=O)O)OC 3-(8-(4-(ethoxymethyl)-2,6-dimethoxyphenyl)quinolin-5-yl)propionic acid